methyl-1'-((2-methyl-3-oxo-8-(prop-1-yn-1-yl)-3,4-dihydroquinoxalin-6-yl)methyl)-1',2',3',6'-tetrahydro-[3,4'-bipyridine]-6-carboxamide CC1=NC(=CC=C1C=1CCN(CC1)CC=1C=C2NC(C(=NC2=C(C1)C#CC)C)=O)C(=O)N